BrC1=CC=C2CC(C(C2=C1)NC(O[C@@H]1CN2CCC1CC2)=O)(C)C (S)-quinuclidin-3-yl (6-bromo-2,2-dimethyl-2,3-dihydro-1H-inden-1-yl)carbamate